ClC1=NC=C(C(=N1)OC)C1=CC(=NO1)C 5-(2-chloro-4-methoxypyrimidin-5-yl)-3-methylisoxazole